ClC1=C(CC=2NC(=C(N2)C2=CC(=C(C=C2)Cl)Cl)C)C=CC(=C1)Cl 2-(2,4-Dichlorobenzyl)-4-(3,4-dichlorophenyl)-5-methylimidazole